BrC1=CC=C2C(=CNC2=C1C1=NC=CC=N1)S(=O)(=O)Cl 6-bromo-7-pyrimidin-2-yl-1H-indole-3-sulfonyl chloride